[Na+].CC1(OC(CC(C1)OC1=CC=C(N=N1)S(=O)[O-])(C)C)C 6-((2,2,6,6-tetramethyltetrahydro-2H-pyran-4-yl)oxy)pyridazine-3-sulfinate sodium salt